6-[2-(2-ethoxyethoxy)ethoxy]pyridine-3-carbaldehyde C(C)OCCOCCOC1=CC=C(C=N1)C=O